(2,6-dichlorophenyl)hydrazine ClC1=C(C(=CC=C1)Cl)NN